Cl.C1(=C(C=CC=C1)C=1NSC=CC1)C tolylthiazine hydrochloride